Gadolinium(III) 2,2',2''-(10-(2-((2-(dioctadecylamino)-2-oxoethyl)amino)-2-oxoethyl)-1,4,7,10-tetraazacyclododecan-1,4,7-triyl)triacetat C(CCCCCCCCCCCCCCCCC)N(C(CNC(CN1CCN(CCN(CCN(CC1)CC(=O)[O-])CC(=O)[O-])CC(=O)[O-])=O)=O)CCCCCCCCCCCCCCCCCC.[Gd+3]